N-methyl(propan-2-yl)amine CNC(C)C